BrC=1C=C(C(=NC1)[N+](=O)[O-])OC(C)(C)C1=C(C=CC(=C1)F)CC1=NN(C=C1CC=1C=NN(C1)CC1CC1)CC 5-bromo-3-((2-(2-((4-((1-(Cyclopropylmethyl)-1H-pyrazol-4-yl)methyl)-1-ethyl-1H-pyrazol-3-yl)methyl)-5-fluorophenyl)propan-2-yl)oxy)-2-nitropyridine